5-chloroo-vanillin ClC=1C=C(C(=C(C=O)C1)O)OC